4-cyano-4-(ethylthioformyl-thio)pentanoic acid C(#N)C(CCC(=O)O)(C)SC(=S)CC